6-chloro-3-((1-(1-ethyl-7-methyl-5-oxo-1,2,3,5-tetrahydroimidazo[2,1-b]quinazolin-9-yl)ethyl)amino)picolinic acid ClC1=CC=C(C(=N1)C(=O)O)NC(C)C=1C=C(C=C2C(N3C(=NC12)N(CC3)CC)=O)C